ClC=1C=NN(C1C1=NN2C(N(C(CC2)=O)CC2=CC=C(C=C2)N2N=C(C=C2CNC)C(F)(F)F)=C1)C(C)C 2-(4-chloro-1-isopropyl-1H-pyrazol-5-yl)-4-(4-(5-((methyl-amino)methyl)-3-(trifluoromethyl)-1H-pyrazol-1-yl)benzyl)-6,7-dihydropyrazolo[1,5-a]pyrimidin-5(4H)-one